tert-butyl (S)-4-((R)-1,1-dimethylethylsulfinamido)-2-oxa-8-azaspiro[4.5]decane-8-carboxylate CC(C)(C)[S@@](=O)N[C@@H]1COCC12CCN(CC2)C(=O)OC(C)(C)C